(rac)-benzyl 6-(3-bromo-2-fluorobenzyl)-3,6-dihydropyridine-1(2H)-carboxylate BrC=1C(=C(C[C@@H]2C=CCCN2C(=O)OCC2=CC=CC=C2)C=CC1)F |r|